C(C1=CC=CC=C1)OC(=O)N[C@H]1COC2=C(C1)C(=CC(=C2F)N2CC1CCC(C2)N1C(=O)OC(C)(C)C)F tert-butyl 3-[(3R)-3-[[(benzyloxy) carbonyl] amino]-5,8-difluoro-3,4-dihydro-2H-1-benzopyran-7-yl]-3,8-diazabicyclo[3.2.1]octane-8-carboxylate